n-butyl-2-[2-(4-chloro-phenyl)-benzimidazol-1-yl]-2-cyclohexyl-acetamide C(CCC)C(C(=O)N)(C1CCCCC1)N1C(=NC2=C1C=CC=C2)C2=CC=C(C=C2)Cl